O[C@H]1[C@@H](N(CC1)C(=O)OC(C)(C)C)CC1=C(C=CC=C1)OC |o1:1,2| tert-Butyl (2S*,3R*)-3-hydroxy-2-(2-methoxybenzyl)pyrrolidine-1-carboxylate